1-(1-methyl-1H-pyrazol-4-yl)ethanone CN1N=CC(=C1)C(C)=O